N-{(5R)-8-Chloro-1-[trans-4-(pyridin-2-yloxy)cyclohexyl]-5,6-dihydro-4H-[1,2,4]triazolo[4,3-a][1]benzazepin-5-yl}-N3,N3-dimethyl-β-alaninamid ClC=1C=CC2=C(C[C@H](CC=3N2C(=NN3)[C@@H]3CC[C@H](CC3)OC3=NC=CC=C3)NC(CCN(C)C)=O)C1